1-(3-Hydroxyazetidin-1-yl)-2-((2-(((1s,4s)-4-((7-morpholino-1,6-naphthyridin-5-yl)oxy)cyclohexyl)amino)pyrimidin-5-yl)oxy)ethan-1-one OC1CN(C1)C(COC=1C=NC(=NC1)NC1CCC(CC1)OC1=C2C=CC=NC2=CC(=N1)N1CCOCC1)=O